NC(/C=C/C(=O)OCC)CC1=CC=CC=C1 ethyl (E)-4-amino-5-phenylpent-2-enoate